ClC=1C=C(C=CC1Cl)CCC(=O)N1CCC(CC1)CC(=O)N[C@H](C(=O)OC)CC1=CC(=CC=C1)F Methyl (S)-2-(2-(1-(3-(3,4-dichlorophenyl)propanoyl)piperidin-4-yl)acetamido)-3-(3-fluorophenyl)propanoate